S(=O)(=O)(O)O.FC1=C(C=C(C=C1)C=O)[2H] (4-fluorophenyl-3-d)methanone sulfate